(S)-1-(2,6-dimethoxypyridin-3-yl)-3-methoxy-N-(6-(5-methyl-6,7-dihydro-5H-pyrrolo[2,1-c][1,2,4]triazol-3-yl)pyridin-2-yl)-1H-pyrazole-4-carboxamide COC1=NC(=CC=C1N1N=C(C(=C1)C(=O)NC1=NC(=CC=C1)C=1N2C(=NN1)CC[C@@H]2C)OC)OC